N-(5-(4-(3-(3-(trifluoromethyl)phenyl)ureido)phenoxy)pyridin-2-yl)acetamide FC(C=1C=C(C=CC1)NC(NC1=CC=C(OC=2C=CC(=NC2)NC(C)=O)C=C1)=O)(F)F